ClC1=CC=C(C=C1)C=1SC(=C(N1)C)C(=O)OCC ethyl 2-(4-chlorophenyl)-4-methylthiazole-5-carboxylate